C(C1=CN=CC=C1)(=O)N1CC=2NN=C(C2C1)C=O (5-nicotinoyl-1,4,5,6-tetrahydropyrrolo[3,4-c]pyrazol-3-yl)methanone